(E)-2-amino-4-(3,4-dimethoxyphenyl)-4,6-dihydrooxepino[4,3,2-cd]indole-3-carbonitrile N\C\1=C(\C(C2=CNC=3C=CC=C(C23)O1)C1=CC(=C(C=C1)OC)OC)/C#N